COC=1C=C(CNC2=CC3=C(C(C4=C(OC3)C=C3C(=C4)OCO3)=O)C=C2F)C=CC1OC 8-((3,4-dimethoxybenzyl)amino)-9-fluoro-[1,3]dioxolo[4',5':4,5]benzo[1,2-b]benzo[e]oxepin-11(6H)-one